2-methyl-6-((4-(4-(trifluoromethyl)piperidin-1-yl)phenyl)amino)benzo[d]isoxazol-3(2H)-one CN1OC2=C(C1=O)C=CC(=C2)NC2=CC=C(C=C2)N2CCC(CC2)C(F)(F)F